Cl.Cl.NC[C@@H](C1=CC=CC=C1)NC=1NC(/C(/N1)=C/C=1C=C2C=NN(C2=CC1)C)=O (4Z)-2-[[(1R)-2-amino-1-phenyl-ethyl]amino]-4-[(1-methylindazol-5-yl)methylene]-1H-imidazol-5-one dihydrochloride